C(C)(C)(C)OC(=O)NN=C(C(=O)[O-])C1CCC1 [((tert-butoxycarbonyl)amino)imino]-2-cyclobutylacetate